[Si](C)(C)(C(C)(C)C)OC[C@H]1N(CC(CC1)=O)C(=O)OCC1=CC=CC=C1 benzyl (S)-2-(((tert-butyldimethylsilyl) oxy) methyl)-5-oxopiperidine-1-carboxylate